C(#N)C=CC1=C(C=C(C(=O)OC)C=C1)O methyl 4-(2-cyanovinyl)-3-hydroxybenzoate